1-N-(2-((1r,4r)-4-(hydroxymethyl)cyclohexyl)-6-methoxy-2H-pyrazolo[3,4-b]pyridin-5-yl)-6-(trifluoromethyl)picolinamide OCC1CCC(CC1)N1N=C2N=C(C(=CC2=C1)N1C(C=CC=C1C(F)(F)F)C(=O)N)OC